O[C@]1(CN2[C@H](CO1)CN(CC2)C(=O)C2=C(C(=CC=C2)OC)Cl)C2=C(C(=C(C=C2)F)F)F [(3R,9aS)-3-hydroxy-3-(2,3,4-trifluorophenyl)-1,4,6,7,9,9a-hexahydropyrazino[2,1-c][1,4]oxazin-8-yl]-(2-chloro-3-methoxy-phenyl)methanone